2,2-difluoro-bicyclo[2.1.1]hexane-1,4-dicarboxylic acid FC1(C2(CC(C1)(C2)C(=O)O)C(=O)O)F